tert-butyl (3-(4-(pyrazolo[1,5-b]pyridazin-3-yl)-1H-pyrrolo[2,3-b]pyridin-2-yl)propyl)carbamate N1=CC(=C2N1N=CC=C2)C2=C1C(=NC=C2)NC(=C1)CCCNC(OC(C)(C)C)=O